decenoyl-choline C(C=CCCCCCCC)(=O)OCC[N+](C)(C)C